3-((1H-pyrazolo[3,4-b]pyridin-5-yl)ethynyl)-N-(4-(dimethylamino)quinazolin-7-yl)-4-methylbenzamide N1N=CC=2C1=NC=C(C2)C#CC=2C=C(C(=O)NC1=CC=C3C(=NC=NC3=C1)N(C)C)C=CC2C